tert-butyl (9-((2R,3R,4R,5S)-5-(((tert-butyldiphenylsilyl)oxy)-methyl)-4-ethynyl-3-hydroxytetrahydrofuran-2-yl)-2-chloro-9H-purin-6-yl)carbamate [Si](C1=CC=CC=C1)(C1=CC=CC=C1)(C(C)(C)C)OC[C@@H]1[C@@H]([C@H]([C@@H](O1)N1C2=NC(=NC(=C2N=C1)NC(OC(C)(C)C)=O)Cl)O)C#C